4-(4-{[(1R)-1-[3-(difluoromethyl)-2-fluorophenyl]-ethyl]amino}-8-methyl-7-oxo-7h,8h-pyrido[2,3-d]pyrimidin-6-yl)-4-hydroxy-1λ6-thiane-1,1-dione FC(C=1C(=C(C=CC1)[C@@H](C)NC=1C2=C(N=CN1)N(C(C(=C2)C2(CCS(CC2)(=O)=O)O)=O)C)F)F